4-(1-((Benzyloxy)carbonyl)-1,2,3,6-tetrahydropyridin-4-yl)-3-hydroxybenzoic acid C(C1=CC=CC=C1)OC(=O)N1CCC(=CC1)C1=C(C=C(C(=O)O)C=C1)O